hydroxyl-(oxygen) O[O]